2-(2-Fluorobenzyl)-4,6-dimethyl-N-(2-morpholinoethyl)aniline hydrogen carbonate C(O)(O)=O.FC1=C(CC2=C(NCCN3CCOCC3)C(=CC(=C2)C)C)C=CC=C1